FC([C@@H]1C[C@@H]([C@@H](N1C(=O)OC)COC1CC2CC2(CC1)C1=NC=C(C=N1)F)NS(=O)(=O)CC)F methyl (2R,3S,5S)-5-(difluoromethyl)-3-(ethylsulfonamido)-2-(((6-(5-fluoropyrimidin-2-yl)bicyclo[4.1.0]heptan-3-yl)oxy)methyl)pyrrolidine-1-carboxylate